2-(p-cyanophenyl)pyrimidine-4-methanol C(#N)C1=CC=C(C=C1)C1=NC=CC(=N1)CO